6-(4-Aminomethyl-4-methyl-piperidin-1-yl)-3-(1-chloro-naphthalen-2-yl)-2,5-dimethyl-3H-pyrimidin-4-one NCC1(CCN(CC1)C1=C(C(N(C(=N1)C)C1=C(C2=CC=CC=C2C=C1)Cl)=O)C)C